OC1=C(C=CC=C1O)C1=C(C=CC=C1)O 2,2',3-trihydroxybiphenyl